7-[2-(ethoxymethoxy)-6-fluoro-4-(trifluoromethyl)phenyl]-1-methyl-N-[(3R)-1-ethyl-3-piperidyl]pyrazolo[3,4-d]pyridazin-4-amine C(C)OCOC1=C(C(=CC(=C1)C(F)(F)F)F)C=1N=NC(=C2C1N(N=C2)C)N[C@H]2CN(CCC2)CC